6-(4-bromo-2-methyl-pyrazol-3-yl)-3-fluoro-quinoline-5-carbonitrile BrC1=C(N(N=C1)C)C1=C(C=2C=C(C=NC2C=C1)F)C#N